COC=1C=C(C=C(C1OC)[Se]C)C(\C=C\C1=C(C=CC=C1)OC)=O (E)-1-(3,4-dimethoxy-5-(methylseleno)phenyl)-3-(2-methoxyphenyl)prop-2-en-1-one